C1(=CC=C(C=C1)C1=NC(=NC(=N1)C1=CC=CC=C1)N1C2=CC=CC=C2C2=CC=C3C(=C12)N(C=1C=CC=CC13)C1=CC=CC=C1)C1=CC=CC=C1 11-(4-(1,1'-biphenyl-4-yl)-6-phenyl-1,3,5-triazin-2-yl)-12-Phenyl-11H,12H-indolo[2,3-a]carbazole